4-methyl-2-(3-cyanophenyl)-1-(4-cyanobenzyl)oxy-1H-imidazole-5-carboxylic acid CC=1N=C(N(C1C(=O)O)OCC1=CC=C(C=C1)C#N)C1=CC(=CC=C1)C#N